exo-tert-butyl 2-(2-chloro-6-(6-(methylcarbamoyl)pyrimidin-4-yl)pyridin-4-yl)-3-oxa-9-azabicyclo[3.3.1]nonane-9-carboxylate ClC1=NC(=CC(=C1)C1C2CCCC(CO1)N2C(=O)OC(C)(C)C)C2=NC=NC(=C2)C(NC)=O